ClC1=NNC=C1C=1C=CC(=C(C1)O)C1=CN=C(N=N1)N1C[C@@H](NCC1)C1CC1 5-(3-chloro-1H-pyrazol-4-yl)-2-{3-[(3S)-3-cyclopropylpiperazin-1-yl]-1,2,4-triazin-6-yl}phenol